[N+](#[C-])CCCC(CCC)C[N+]#[C-] 1,3-bis(isocyanomethyl)hexane